2-[5-(4-{octahydropyrrolo[3,2-c]pyridine-1-carbonyl}-4-phenylpiperidin-1-yl)pyridazin-3-yl]phenol N1(CCC2CNCCC21)C(=O)C2(CCN(CC2)C=2C=C(N=NC2)C2=C(C=CC=C2)O)C2=CC=CC=C2